4-((3,3-difluoroazetidin-1-yl)methyl)-3-(trifluoromethyl)aniline FC1(CN(C1)CC1=C(C=C(N)C=C1)C(F)(F)F)F